Tert-butyl (4-(1-(2,6-dioxopiperidin-3-yl)-3-methyl-2-oxo-2,3-dihydro-1H-benzo[d]imidazol-4-yl)but-3-yn-1-yl)(methyl)carbamate O=C1NC(CCC1N1C(N(C2=C1C=CC=C2C#CCCN(C(OC(C)(C)C)=O)C)C)=O)=O